C(C)(=O)C=1C=CC2=C(N(C(C(N2C)=O)=O)C2CCN(CC2)CC2=CC=C(C=C2)OC(F)(F)F)N1 6-acetyl-1-methyl-4-(1-(4-(trifluoromethoxy)benzyl)piperidin-4-yl)-1,4-dihydropyrido[2,3-b]pyrazine-2,3-dione